(4-(4-((3-(3,6-difluoropyridin-2-yl)-1-(trans-4-ethoxycyclohexyl)-1H-pyrazol-4-yl)carbamoyl)thiazol-2-yl)-1H-pyrazol-1-yl)methyl L-valinate hydrochloride Cl.N[C@@H](C(C)C)C(=O)OCN1N=CC(=C1)C=1SC=C(N1)C(NC=1C(=NN(C1)[C@@H]1CC[C@H](CC1)OCC)C1=NC(=CC=C1F)F)=O